5-(2,3-difluoro-4-methoxy-phenyl)-N-[4-[2-[[(2R,4R)-4-ethyl-4-hydroxy-pyrrolidine-2-carbonyl]amino]ethylcarbamoyl]-3-methylphenyl]-1-methylimidazole-2-carboxamide FC1=C(C=CC(=C1F)OC)C1=CN=C(N1C)C(=O)NC1=CC(=C(C=C1)C(NCCNC(=O)[C@@H]1NC[C@@](C1)(O)CC)=O)C